(3-hydroxy-3-(3-(1-(trifluoromethyl)cyclopropyl)phenyl)cyclobutyl)(methyl)carbamic acid tert-butyl ester C(C)(C)(C)OC(N(C)C1CC(C1)(C1=CC(=CC=C1)C1(CC1)C(F)(F)F)O)=O